CN1C(N(CC1)C1CC2CN(C1C2)C=2N=NC(=C(N2)NC=2C=C1CCNCC1=CC2)C(=O)N)=O (6-(3-methyl-2-oxoimidazolin-1-yl)-2-azabicyclo[2.2.1]heptan-2-yl)-5-((1,2,3,4-tetrahydroisoquinolin-6-yl)amino)-1,2,4-triazine-6-carboxamide